(1-(trifluoromethyl)cyclopropyl)benzene FC(C1(CC1)C1=CC=CC=C1)(F)F